1-amino-4-((tert-butoxycarbonyl)amino)-3-methylpyridin-1-ium 2,4-dinitrophenolate tert-Butyl-(3-methylpyridin-4-yl)carbamate C(C)(C)(C)N(C([O-])=O)C1=C(C=NC=C1)C.[N+](=O)([O-])C1=C(C=CC(=C1)[N+](=O)[O-])[O-].N[N+]1=CC(=C(C=C1)NC(=O)OC(C)(C)C)C.N[N+]1=CC(=C(C=C1)NC(=O)OC(C)(C)C)C